7-(4-acryloyl-6-(methylsulfonyl)octahydro-1H-pyrrolo[3,4-b]pyrazin-1-yl)-9-chloro-10-(2,4-difluorophenyl)-2,3-dihydro-5H-[1,4]thiazino[2,3,4-ij]quinazolin-5-one C(C=C)(=O)N1C2C(N(CC1)C1=NC(N3C4=C(C(=C(C=C14)Cl)C1=C(C=C(C=C1)F)F)SCC3)=O)CN(C2)S(=O)(=O)C